C(CC)(=O)OC(C)C iso-propyl propionate